4-(7-bromoimidazo[1,2-a]pyridin-2-yl)pyrrolidin-2-one BrC1=CC=2N(C=C1)C=C(N2)C2CC(NC2)=O